5-cyano-N-((1R,4R)-4-((4-((5-cyclopropyl-1H-pyrazol-3-yl)amino)pyrimidin-2-yl)(methyl)amino)cyclohexyl)picolinamide C(#N)C=1C=CC(=NC1)C(=O)NC1CCC(CC1)N(C)C1=NC=CC(=N1)NC1=NNC(=C1)C1CC1